6-Chloro-3-[(1R)-1-[3,6-dimethyl-2-(1-methylpyrazol-4-yl)-4-oxo-chromen-8-yl]ethoxy]pyridine-2-carboxylic acid ClC1=CC=C(C(=N1)C(=O)O)O[C@H](C)C=1C=C(C=C2C(C(=C(OC12)C=1C=NN(C1)C)C)=O)C